FC(C1=CC=C(C=C1)C=1N=CC2=C(N1)CN(CC2)C(=O)[O-])(F)F 2-(4-(trifluoromethyl)phenyl)-5,8-dihydropyrido[3,4-d]pyrimidine-7(6H)-carboxylate